2,2-dilithio-acetic acid lithium [Li].[Li]C(C(=O)O)[Li]